ClC1=C(C(=NN1C)C1=NOC(=C1)C)CN1CC(CCCC1)CNCCC(C)C N-((1-((5-Chloro-1-methyl-3-(5-methylisoxazol-3-yl)-1H-pyrazol-4-yl)methyl)azepan-3-yl)methyl)-3-methylbutan-1-amine